N1C=CC=2C1=NC=CC2NC=2C=C(C=CC2N2CCCC2)C#CC(C)(O)C=2SC=CN2 4-(3-((1H-pyrrolo[2,3-b]pyridin-4-yl)amino)-4-(pyrrolidin-1-yl)phenyl)-2-(thiazol-2-yl)but-3-yn-2-ol